C(C)(C)(C)OC(=O)N[C@H](C(=O)N1[C@@H]([C@H]2C([C@H]2C1)(C)C)C(=O)O)CC=1C=NC=CC1 (1R,2S,5S)-3-[(2S)-2-(tert-butoxycarbonylamino)-3-(3-pyridyl)propanoyl]-6,6-dimethyl-3-azabicyclo[3.1.0]hexane-2-carboxylic acid